C(C)(C)(C)C1=CC=C(C=C1)S(=O)(=O)CC1(C(C(N(C1)C1=CC=CC=C1)=O)=C)C 4-(((4-(tert-butyl)phenyl)sulfonyl)methyl)-4-methyl-3-methylene-1-phenylpyrrolidin-2-one